NCC[C@H](CN1CC(N(CC1)C1=C(C=CC=C1)OC)C)O (2R)-4-amino-1-(4-(2-methoxyphenyl)-3-methylpiperazin-1-yl)butan-2-ol